8-(3-((benzyloxy)methyl)-2-(4,4,5,5-tetramethyl-1,3,2-dioxaborolan-2-yl)bicyclo[1.1.1]pentan-1-yl)-1,3,7-trimethyl-3,7-dihydro-1H-purine-2,6-dione C(C1=CC=CC=C1)OCC12C(C(C1)(C2)C2=NC=1N(C(N(C(C1N2C)=O)C)=O)C)B2OC(C(O2)(C)C)(C)C